octadecyl beta-(3,5-di-tert-butyl-4-hydroxyphenyl)-propionate C(C)(C)(C)C=1C=C(C=C(C1O)C(C)(C)C)CCC(=O)OCCCCCCCCCCCCCCCCCC